1-(2-((4-(4-fluorophenyl)-3-(pyrrolidin-1-ylmethyl)-2H-chromen-6-yl)oxy)ethyl)piperidine FC1=CC=C(C=C1)C1=C(COC2=CC=C(C=C12)OCCN1CCCCC1)CN1CCCC1